ClC1=CC2=C(C=N1)C=C(N2)C(=O)O 6-chloro-1H-pyrrolo[3,2-c]pyridine-2-carboxylic acid